7-((2-(trimethylsilyl)ethoxy)methyl)-7H-pyrrolo[2,3-d]pyrimidin C[Si](CCOCN1C=CC2=C1N=CN=C2)(C)C